2,6-di-tert-butyl-4-(dimethylaminomethyl)-phenol C(C)(C)(C)C1=C(C(=CC(=C1)CN(C)C)C(C)(C)C)O